ClC(COC(=O)N[C@@H](CC1=CNC2=CC=CC=C12)C(=O)O)(Cl)Cl N-(2,2,2-trichloroethoxycarbonyl)tryptophan